8-azabicyclo[3.2.1]octan-8-carboxylic acid tert-butyl ester C(C)(C)(C)OC(=O)N1C2CCCC1CC2